CN1N=C(C(=C1N)SC1=CC=C(C=C1)C)C1=CC=CC=C1 methyl-3-phenyl-4-(p-methylphenylsulfanyl)-1H-pyrazol-5-amine